(3R,4R)-4-(((3-isopropyl-7-((4-(3-methoxypyridin-2-yl)benzyl)amino)pyrazolo[1,5-a]pyrimidin-5-yl)amino)methyl)piperidin-3-ol C(C)(C)C=1C=NN2C1N=C(C=C2NCC2=CC=C(C=C2)C2=NC=CC=C2OC)NC[C@@H]2[C@H](CNCC2)O